N,N'-Bis(3-methylphenyl)-N,N'-Bis(phenyl)benzidine tert-butyl-(S)-4-(6-((4-acetyl-2-fluorobenzyl)oxy)pyridin-2-yl)-2-methylpiperazine-1-carboxylate C(C)(C)(C)OC(=O)N1[C@H](CN(CC1)C1=NC(=CC=C1)OCC1=C(C=C(C=C1)C(C)=O)F)C.CC=1C=C(C=CC1)N(C1=CC=C(C=C1)C1=CC=C(N(C2=CC=CC=C2)C2=CC(=CC=C2)C)C=C1)C1=CC=CC=C1